methyl heptynecarboxylate (methyl heptanecarboxylate) CC(CCCCCC)C(=O)O.C(#CCCCCC)C(=O)OC